[6-(5-cyclopropyl-4H-1,2,4-triazol-3-yl)-2-azaspiro[3.3]heptan-2-yl]-[6-[[5-(trifluoromethyl)pyrazin-2-yl]methyl]-2-azaspiro[3.3]heptan-2-yl]methanone C1(CC1)C=1NC(=NN1)C1CC2(CN(C2)C(=O)N2CC3(C2)CC(C3)CC3=NC=C(N=C3)C(F)(F)F)C1